O=C1C=NC=CN1 3-oxo-3,4-dihydropyrazin